3-(bromomethyl)-[1,1'-biphenyl]-2-nitrile BrCC1=C(C(=CC=C1)C1=CC=CC=C1)C#N